ClC1=C(CNC(=O)[C@]2(C=3C=CC=NC3[C@]3(CC2)OC3)F)C(=CC(=C1)F)F (2S,5'S)-N-(2-chloro-4,6-difluorobenzyl)-5'-fluoro-6',7'-dihydro-5'H-spiro[oxirane-2,8'-quinoline]-5'-carboxamide